7-ethyl-4-(4-fluoro-3-(7-methoxy-2-methyl-2H-indazol-6-yl)phenyl)-7H-imidazo[4,5-c]pyridazine C(C)N1C=NC2=C1N=NC=C2C2=CC(=C(C=C2)F)C=2C=CC1=CN(N=C1C2OC)C